C(#CC)C=1NC=CN1 2-propyn-1-yl-1H-imidazole